C=CC=CC 1,3-Pentadien